[Hf+4].C(CC)C=1[C-](C=CC1)CCC.C(CC)C=1[C-](C=CC1)CCC.C(CC)C=1[C-](C=CC1)CCC.C(CC)C=1[C-](C=CC1)CCC Bis-n-propylcyclopentadienide hafnium (IV)